(2S,4R)-4-hydroxy-N-[1-[4-(4-methyl-1,3-thiazol-5-yl)phenyl]cyclopropyl]pyrrolidine-2-carboxamide hydrochloride Cl.O[C@@H]1C[C@H](NC1)C(=O)NC1(CC1)C1=CC=C(C=C1)C1=C(N=CS1)C